succinic acid anhydride C1(CCC(=O)O1)=O